Methyl 4-chloro-2-(((1R,5S,6S)-6-(6-((4-cyano-2-fluorobenzyl)oxy)pyridin-2-yl)-3-azabicyclo[3.1.0]hexan-3-yl)methyl)-1-(((S)-oxetan-2-yl)methyl)-1H-benzo[d]imidazole-6-carboxylate ClC1=CC(=CC=2N(C(=NC21)CN2C[C@H]1C([C@H]1C2)C2=NC(=CC=C2)OCC2=C(C=C(C=C2)C#N)F)C[C@H]2OCC2)C(=O)OC